C(=O)(OC(C)(C)C)[N-]CCCCC(N1CCN(CC1)C1=NC=C(C=N1)C(F)(F)F)=O Boc(5-oxo-5-(4-(5-(trifluoromethyl)pyrimidin-2-yl)piperazin-1-yl)pentyl)amide